2-(7-bromo-3-ethylsulfonylquinolin-2-yl)-3-fluoro-4-ethyl-6-trifluoromethyl-4H-pyrrolo[3,2-b]pyridine BrC1=CC=C2C=C(C(=NC2=C1)C=1C(=C2N(C=C(C=C2N1)C(F)(F)F)CC)F)S(=O)(=O)CC